4-amino-N'-hydroxy-1,2,5-oxadiazole-3-carboxamidine chloride [Cl-].NC=1C(=NON1)C(=NO)N